CC1C(NCC1)=O 3-Methyl-2-oxopyrrolidine